C(C1=CC=CC=C1)N1C[C@@H](OCCC1)COCC1=CC=CC=C1 (2R)-4-benzyl-2-[(benzyloxy)methyl]-1,4-oxaazepane